ClC=1C=C2C(=NC(=NC2=C(C1C1=C2C(=NNC2=CC=C1C)C1CC1)F)OC[C@H]1N(CCC1)C)N1C[C@H](N(C[C@@H]1C)C(C=C)=O)C 1-((2R,5S)-4-((S)-6-chloro-7-(3-cyclopropyl-5-methyl-1H-indazol-4-yl)-8-fluoro-2-(((S)-1-methylpyrrolidin-2-yl)methoxy)quinazolin-4-yl)-2,5-dimethylpiperazin-1-yl)prop-2-en-1-one